BrC1=NN2C(N=C(C=C2NC[C@@]2([C@@H](C2)CO)C2=NC=CC=C2)C(F)(F)F)=C1 ((1R,2R)-2-(((2-bromo-5-(trifluoromethyl)pyrazolo[1,5-a]pyrimidin-7-yl)amino)methyl)-2-(pyridin-2-yl)cyclopropyl)methanol